3-(Cyclohexyloxy)propan-1-ol C1(CCCCC1)OCCCO